tert-butyl N-[3-[5-(4-chlorophenyl)-1,3,4-oxadiazol-2-yl]-1-bicyclo[1.1.1]pentanyl]carbamate ClC1=CC=C(C=C1)C1=NN=C(O1)C12CC(C1)(C2)NC(OC(C)(C)C)=O